4-fluoro-2-[5-(6-{[(2S)-1-(1H-tetrazol-1-yl)propan-2-yl]oxy}pyridazin-4-yl)-3H-imidazo[4,5-b]pyridin-3-yl]benzonitrile FC1=CC(=C(C#N)C=C1)N1C=NC=2C1=NC(=CC2)C2=CN=NC(=C2)O[C@H](CN2N=NN=C2)C